ClC=1C(=C(C=C(C1)OCOC)B1OC(C(O1)(C)C)(C)C)C1CC1 (3-chloro-2-cyclopropyl-5-(methoxymethoxy)phenyl)-4,4,5,5-tetramethyl-1,3,2-dioxaborolan